BrC=1C=CC=2C(N(C(C3=CC=CC1C23)=O)C2=CC(=C(C=C2)OC)OC)=O 6-bromo-2-(3,4-dimethoxyphenyl)-1H-benzo[de]isochinoline-1,3(2H)-dione